C(CCCCCCCCCCCCCCC)OC(C1=CC(=C(C(=C1)C(C)(C)C)O)C(C)(C)C)=O 3,5-di-tert-butyl-4-hydroxybenzoic acid hexadecyl ester